N[C@H](C(=O)NCCC=1N=NN(C1)CCCC(=O)NC=1C=CC(=NC1)C(=O)NCCN(C)C)CC1=CC(=C(C=C1)O)[125I] (S)-5-(4-(4-(2-(2-amino-3-(4-hydroxy-3-[125I]iodophenyl)propanamido)ethyl)-1H-1,2,3-triazol-1-yl)butanamido)-N-(2-(dimethylamino)ethyl)picolinamide